C(C)OC(CC1CC(CCC1)OCCOC)=O (3-(2-methoxyethoxy)cyclohexyl)acetic acid ethyl ester